(2-Methoxyphenyl)lithium COC1=C(C=CC=C1)[Li]